O=C1NC(CCC1N1C(N(C2=C1C=CC(=C2)C#CCOC2CCN(CC2)C(=O)OC(C)(C)C)C)=O)=O tert-butyl 4-((3-(1-(2,6-dioxopiperidin-3-yl)-3-methyl-2-oxo-2,3-dihydro-1H-benzo[d]imidazol-5-yl)prop-2-yn-1-yl)oxy)piperidine-1-carboxylate